propionyl 2-ethylhexanoate naphthoate C1(=CC=CC2=CC=CC=C12)C(=O)O.C(C)C(C(=O)OC(CC)=O)CCCC